2-(4-(2-ethyl-3-((4-(4-fluorophenyl)thiazol-2-yl)(methyl)amino)imidazo[1,2-a]pyridin-6-yl)piperazin-1-yl)-1-(3-hydroxyazetidin-1-yl)ethanone C(C)C=1N=C2N(C=C(C=C2)N2CCN(CC2)CC(=O)N2CC(C2)O)C1N(C)C=1SC=C(N1)C1=CC=C(C=C1)F